Ethyl (2S)-3-[5-[bis(2-chloroethyl)amino]-1-methyl-benzimidazol-2-yl]-2-[[(2S)-2-(tert-butoxycarbonylamino)-4-methyl-pentanoyl]amino]propanoate ClCCN(C1=CC2=C(N(C(=N2)C[C@@H](C(=O)OCC)NC([C@H](CC(C)C)NC(=O)OC(C)(C)C)=O)C)C=C1)CCCl